FC1=C(C=CC(=C1)CO)C1=CC=C(C=C1)N(C(C(C)(C)OC1=CC=C(C=C1)F)=O)C N-(2'-fluoro-4'-(hydroxymethyl)-[1,1'-biphenyl]-4-yl)-2-(4-fluorophenoxy)-N,2-dimethylpropanamide